Br.Br.N(CCCNC(=N)N)CCCNC(=N)N 1,1'-(azanediylbis(propane-3,1-diyl))diguanidine dihydrobromide